(S)-N2-(1-(1-(difluoromethyl)-1H-pyrazol-3-yl)ethyl)-6-(3-methylimidazo[1,5-a]pyridin-6-yl)-1,3,5-triazine-2,4-diamine FC(N1N=C(C=C1)[C@H](C)NC1=NC(=NC(=N1)N)C=1C=CC=2N(C1)C(=NC2)C)F